4'-(benzo[d]thiazol-2-yl)-4''-(9H-carbazol-9-yl)-4-(3-methyl-9H-carbazol-9-yl)-5',6'-bis(4-(3-methyl-9H-carbazol-9-yl)phenyl)-[1,1':2',1''-terphenyl]-3'-carbonitrile S1C(=NC2=C1C=CC=C2)C2=C(C(=C(C(=C2C2=CC=C(C=C2)N2C1=CC=CC=C1C=1C=C(C=CC21)C)C2=CC=C(C=C2)N2C1=CC=CC=C1C=1C=C(C=CC21)C)C2=CC=C(C=C2)N2C1=CC=CC=C1C=1C=C(C=CC21)C)C2=CC=C(C=C2)N2C1=CC=CC=C1C=1C=CC=CC21)C#N